FC1=CC(=C(C=C1)N[C@H](C)C=1C=C(C=C2C(N(C(=NC12)C1(CCOCC1)C)C)=O)C)C1CCN(CC1)C(CO)=O (R)-8-(1-((4-fluoro-2-(1-(2-hydroxyacetyl)piperidin-4-yl)phenyl)amino)ethyl)-3,6-dimethyl-2-(4-methyltetrahydro-2H-pyran-4-yl)quinazolin-4(3H)-one